2-(5-bromopyridin-2-yl)-6-(3-methoxy-2-methylphenyl)-5,6,7,8-tetrahydrophthalazin-1(2H)-one BrC=1C=CC(=NC1)N1C(C=2CCC(CC2C=N1)C1=C(C(=CC=C1)OC)C)=O